3-cyclohexyl-6-dimethylamino-1-methyl-1,3,5-triazine C1(CCCCC1)N1CN(C(=NC1)N(C)C)C